3-methyl-2-(7-methyl-2-((1-methylpyrrolidin-3-yl)oxy)-7H-purin-8-yl)-5-(trifluoromethyl)phenol CC=1C(=C(C=C(C1)C(F)(F)F)O)C1=NC2=NC(=NC=C2N1C)OC1CN(CC1)C